ClC1=C(CNC(=O)N2CCC3(NC4=CC=C(C=C4C(C3)=O)F)CC2)C=CC(=C1)F N-(2-chloro-4-fluorobenzyl)-6'-fluoro-4'-oxo-3',4'-dihydro-1'H-spiro[piperidine-4,2'-quinoline]-1-carboxamide